C1(CCCC1)CC(C(=O)OC)NNC methyl 3-cyclopentyl-2-(2-methylhydrazineyl)propanoate